6-(1,3,5-trimethyl-1H-pyrazol-4-yl)-pyrimidin CN1N=C(C(=C1C)C1=CC=NC=N1)C